(S,Z)-1-((6-chloro-4-(3-methoxyphenyl)pyridin-3-yl)sulfonyl)-4-fluoro-N-(4-(methylsulfonyl)but-3-en-2-yl)piperidine-4-carboxamide ClC1=CC(=C(C=N1)S(=O)(=O)N1CCC(CC1)(C(=O)N[C@@H](C)\C=C/S(=O)(=O)C)F)C1=CC(=CC=C1)OC